C(C)NC1=NC=CC=C1C1=NC=C2NC(N(C2=N1)CC1=CC=C(C=C1)C=1N(C=C(N1)C(F)(F)F)C)=O 2-(2-(ethylamino)pyridin-3-yl)-9-(4-(1-methyl-4-(trifluoromethyl)-1H-imidazol-2-yl)benzyl)-7,9-dihydro-8H-purin-8-one